CC1C=2C(NC(N1)=O)=NNC2 4-methyl-2,4,5,7-tetrahydro-pyrazolo[3,4-d]Pyrimidin-6-one